ClC=1C2=CN(N=C2C(=C(C1)C1=CC=C(C=C1)N1CCOCC1)Cl)C(C(=O)NC=1SC=CN1)C1=C2N(C=N1)CCC2 2-(4,7-dichloro-6-(4-morpholinylphenyl)-2H-indazol-2-yl)-2-(6,7-dihydro-5H-pyrrolo[1,2-c]imidazol-1-yl)-N-(thiazol-2-yl)acetamide